n-methyl-4-(4-(4-(1-(pent-3-yl)-1H-pyrazol-4-yl)pyrazolo[1,5-a]pyrazin-6-yl)-1H-pyrazol-1-yl)piperidine-1-carboxamide CNC(=O)N1CCC(CC1)N1N=CC(=C1)C=1N=C(C=2N(C1)N=CC2)C=2C=NN(C2)C(CC)CC